Cl.CN(O)C N,N-dimethylhydroxylamine hydrochloride